OC1=C(C=C(C=C1C(C)(C)C)C(C(=O)OCC(COC(C(C)C1=CC(=C(C(=C1)C(C)(C)C)O)C(C)(C)C)=O)(COC(C(C)C1=CC(=C(C(=C1)C(C)(C)C)O)C(C)(C)C)=O)COC(C(C)C1=CC(=C(C(=C1)C(C)(C)C)O)C(C)(C)C)=O)C)C(C)(C)C pentaerythritol tetra(4-hydroxy-3,5-di-tertiary butyl-phenylpropionate)